4-((6-(3-(1H-indol-3-yl)ureido)-3-oxo-2,3-dihydro-4H-benzo[b][1,4]thiazin-4-yl)methyl)benzamide N1C=C(C2=CC=CC=C12)NC(NC1=CC2=C(SCC(N2CC2=CC=C(C(=O)N)C=C2)=O)C=C1)=O